tert-butyl 2-(2-(isopropyloxycarbonyl)-5-methoxybenzoyl)-1-methylhydrazine-1-carboxylate C(C)(C)OC(=O)C1=C(C(=O)NN(C(=O)OC(C)(C)C)C)C=C(C=C1)OC